3-[2-isopropyl-5-(trifluoromethyl)pyrazol-3-yl]cyclohex-2-en-1-one C(C)(C)N1N=C(C=C1C1=CC(CCC1)=O)C(F)(F)F